(4-(1-(4-aminophenyl)-5-oxopyrrolidin-3-yl)butyl)carbamic acid tert-butyl ester C(C)(C)(C)OC(NCCCCC1CN(C(C1)=O)C1=CC=C(C=C1)N)=O